ClC=1C=C(C=CC1)C(C(OC(N[C@H](C(N[C@H](C(C(NCC)=O)OC(C)=O)C[C@H]1C(NCC1)=O)=O)CC1CCCC1)=O)C1=CC=CC=C1)(F)F acetic acid (6S,9S)-1-(3-chlorophenyl)-6-(cyclopentylmethyl)-1,1-difluoro-4,7,11-trioxo-9-(((S)-2-oxopyrrolidin-3-yl) methyl)-2-phenyl-3-oxa-5,8,12-triazatetradecan-10-yl ester